N-(4-(3-((2-(3-oxa-8-azabicyclo[3.2.1]octan-8-yl)ethyl)amino)-6-((3-methoxypyrazin-2-yl)amino)-1H-pyrazolo[4,3-c]pyridin-1-yl)-3-methoxyphenyl)methane-sulfonamide C12COCC(CC1)N2CCNC2=NN(C1=C2C=NC(=C1)NC1=NC=CN=C1OC)C1=C(C=C(C=C1)NS(=O)(=O)C)OC